bis(trimethyl silyl) sulfide C[Si](C)(C)S[Si](C)(C)C